C(CCCCC)(=O)OCCCC butyl caproate